N[C@H]1CN(CCC1)C(=O)C=1C=C(C=2N(C1)N=C(C2C)C2=CC=1C(=C(N=CC1)OCC1CC(NC1)=O)N2CC2CC2)OC 4-(((2-(6-((R)-3-aminopiperidine-1-carbonyl)-4-methoxy-3-methylpyrazolo[1,5-a]pyridin-2-yl)-1-(cyclopropylmethyl)-1H-pyrrolo[2,3-c]pyridin-7-yl)oxy)methyl)pyrrolidin-2-one